C(C)(=O)N1CCN(CC1)C=1N=C(C=2CCNCC2C1C#N)N1CCN(CC1)C(=O)OC(C)(C)C tert-butyl 4-(3-(4-acetylpiperazin-1-yl)-4-cyano-5,6,7,8-tetrahydro-2,6-naphthyridin-1-yl)piperazine-1-carboxylate